CN1N=CC(=C1)C1=NC=2C(=NC=CC2N2C[C@@H]3CCC(C2)N3C3CC(C3)C#N)N1 (1S,3s)-3-(3-(2-(1-methyl-1H-pyrazol-4-yl)-3H-imidazo[4,5-b]pyridin-7-yl)-3,8-diazabicyclo[3.2.1]oct-8-yl)cyclobutane-1-carbonitrile